benzotriazolyloxytri(dimethylamino)phosphonium hexafluorophosphate F[P-](F)(F)(F)(F)F.N1N=NC2=C1C=CC=C2O[P+](N(C)C)(N(C)C)N(C)C